2-(4-(trifluoromethyl)tetrahydro-2H-pyran-2-yl)acetic acid FC(C1CC(OCC1)CC(=O)O)(F)F